ClC1=CC=C(C=C1)CN1C([C@H](CS(C2=C1C=C(C=C2)C#N)(=O)=O)NC(OC(C)(C)C)=O)=O tert-butyl N-[(3R)-5-[(4-chlorophenyl)methyl]-7-cyano-1,1,4-trioxo-2,3-dihydro-1λ6,5-benzothiazepin-3-yl]carbamate